(4-(4-amino-2-fluorophenoxy)-5-chloropyridin-2-yl)(t-butoxycarbonyl)carbamic acid tert-butyl ester C(C)(C)(C)OC(N(C(=O)OC(C)(C)C)C1=NC=C(C(=C1)OC1=C(C=C(C=C1)N)F)Cl)=O